NC=1N=C(SC1C(=O)C1=CC(=NO1)C(=O)NCCOC(F)(F)F)N(C1=CC=C(C=C1)F)[C@@H](C(=O)N)C |r| rac-5-[4-amino-2-(N-(2-amino-1-methyl-2-oxo-ethyl)-4-fluoro-anilino)thiazole-5-carbonyl]-N-[2-(trifluoromethoxy)ethyl]isoxazole-3-carboxamide